The molecule is a diatomic oxygen, an inorganic radical anion, an oxygen radical and a member of reactive oxygen species. It has a role as a human metabolite, an Escherichia coli metabolite and a mouse metabolite. [O-][O]